NC1=NC=C(C#N)C=C1Br 6-Amino-5-bromonicotinonitrile